OC=1C=CC(=NC1)NC(=O)C1CCC(CC1)C=1C=NN(C1)C N-(5-hydroxypyridin-2-yl)-4-(1-methyl-1H-pyrazol-4-yl)cyclohexane-1-carboxamide